CC1=C(C(=C([CH-]1)C)C)C.[Li+] lithium tetramethyl-cyclopentadienide